BrC=1C(=C(C(=O)OC2=C(C(=C(C(=O)OC3=C(C(=C(C(=O)O)C(=C3)OC)C)C)C(=C2)C)O)C)C(=C(C1OC(C1=C(C=C(C=C1C)O)OC)=O)C)C)O 4-((4-((3-bromo-2-hydroxy-4-((4-hydroxy-2-methoxy-6-methylbenzoyl)oxy)-5,6-dimethyl-benzoyl)oxy)-2-hydroxy-3,6-dimethylbenzoyl)oxy)-6-methoxy-2,3-dimethylbenzoic acid